BrC1=C(C=CC(=C1)I)N(C(OC(C)(C)C)=O)C tert-butyl N-(2-bromo-4-iodo-phenyl)-N-methyl-carbamate